ClC=1C=C(C=C(C1)NS(=O)(=O)C)NC(=O)C=1SC(=C(C1)C1=NC=C(C=C1OCC1=CN=CO1)F)C N-(3-chloro-5-(methylsulfonamido)phenyl)-4-(5-fluoro-3-(oxazol-5-ylmethoxy)pyridin-2-yl)-5-methylthiophene-2-carboxamide